D-Threonate O=C([C@@H](O)[C@H](O)CO)[O-]